potassium methoxy-methyltrifluoroborate COC[B-](F)(F)F.[K+]